N-[[5-methoxy-1-(2-trimethylsilylethoxymethyl)benzimidazol-2-yl]methyl]-2-morpholino-8-(trifluoromethyl)pyrazolo[1,5-a][1,3,5]triazin-4-amine COC1=CC2=C(N(C(=N2)CNC2=NC(=NC=3N2N=CC3C(F)(F)F)N3CCOCC3)COCC[Si](C)(C)C)C=C1